C(C)(C)(C)OC(NC12CCC(CC1)(CC2)C(NC)=S)=O [4-(methylthiocarbamoyl)bicyclo[2.2.2]oct-1-yl]carbamic acid tert-butyl ester